C(C)C1=NN(C2=C1C(NCC1(CCOCC1)C2)=O)C[C@H](COC(C2=C(C=CC(=C2)F)F)=O)C 2,5-Difluorobenzoic acid [(2R)-3-(3-ethyl-4-oxo-spiro[6,8-dihydro-5H-pyrazolo[4,3-c]azepin-7,4'-tetrahydropyran]-1-yl)-2-methyl-propyl] ester